CCCCCCCC(=O)OC(=O)CCCCCCC n-caprylic anhydride